COCCOC1CCC(CC1)NC(=O)C=1C=CC=2OCCC=3N(C2N1)C=NC3 N-((1r,4r)-4-(2-Methoxyethoxy)cyclohexyl)-6,7-dihydroimidazo[1,5-d]pyrido[3,2-b][1,4]oxazepine-2-carboxamide